BrC1=CC(=C2C=C(C(NC2=C1)=O)CC)C 7-bromo-3-ethyl-5-methylquinolin-2(1H)-one